OC1=CC=C(C=C1)NC=1SC(=C(N1)C)C(C)=O 2-((4-hydroxyphenyl)amino)-4-methyl-5-acetylthiazole